ClC=1C=C(C=CC1)C1=CN=C2N1C=CC(=C2)C(=O)O 3-(3-chlorophenyl)imidazo[1,2-a]Pyridine-7-carboxylic acid